1-(5-[(5-chlorothiophen-2-yl)methyl]amino-3-[1-(1,3-oxazol-5-ylmethyl)piperidin-4-yl]-1H-pyrazol-1-yl)-2,2-dimethylpropan-1-one ClC1=CC=C(S1)CNC1=CC(=NN1C(C(C)(C)C)=O)C1CCN(CC1)CC1=CN=CO1